C1=CC(=CC=C1C(=O)C2=CC=C(C=C2)F)C(=O)C3=CC=C(C=C3)F 1,4'-bis(4-fluorobenzoyl)benzene